(S)-2-(2-((tert-Butyldimethylsilyl)oxy)-1-(3-chlorophenyl)ethyl)-6-(2,5-dichloropyrimidin-4-yl)-1H-pyrrolo[1,2-c]imidazol-3(2H)-one [Si](C)(C)(C(C)(C)C)OC[C@H](C1=CC(=CC=C1)Cl)N1C(N2C(C1)=CC(=C2)C2=NC(=NC=C2Cl)Cl)=O